2-((2-aminovinyl)imino)malonic acid NC=CN=C(C(=O)O)C(=O)O